2-((3-(1-(4-chloro-3,5-difluorophenyl)cyclopropyl)-1,2,4-oxadiazol-5-yl)methyl)acrylic acid ClC1=C(C=C(C=C1F)C1(CC1)C1=NOC(=N1)CC(C(=O)O)=C)F